4-amino-3-(4-phenoxyphenyl)-1H-pyrazolol NC=1C(NNC1)(O)C1=CC=C(C=C1)OC1=CC=CC=C1